NC1=C(C=C2C=CC=NC2=C1C(=O)N)C1=C(C=CC(=C1)O)C 7-amino-6-(5-hydroxy-2-methylphenyl)quinoline-8-carboxamide